O=C1NC(CCC1OC=1C=CC(=NC1)N1CCN(CC1)CC1CCNCC1)=O 4-((4-(5-((2,6-dioxopiperidin-3-yl)oxy)pyridin-2-yl)piperazin-1-yl)methyl)piperidin